dinitrogen oxide [N-]=[N+]=O